(4aR,6aS,6bR,8aS,11R,12S,12aS,12bR,14bS)-8a-hydroxy-4,4,6a,6b,11,12,14b-heptamethyl-3,13-dioxo-3,4,4a,5,6,6a,6b,7,8,8a,9,10,11,12,12a,12b,13,14b-octadecahydropicene-2-carbonitrile O[C@]12CC[C@]3([C@@]4(CC[C@H]5C(C(C(=C[C@@]5(C4=CC([C@@H]3[C@@H]2[C@H]([C@@H](CC1)C)C)=O)C)C#N)=O)(C)C)C)C